N-(1-(4-bromophenyl)vinyl)acetamide BrC1=CC=C(C=C1)C(=C)NC(C)=O